((2S,4R,5R)-4-acetoxy-5-(6-chloro-4-(5,5-difluorohexahydrocyclopenta[c]pyrrol-2(1H)-yl)-1H-pyrazolo[3,4-d]pyrimidin-1-yl)-3-methylenetetrahydrofuran-2-yl)methyl benzoate C(C1=CC=CC=C1)(=O)OC[C@H]1O[C@H]([C@@H](C1=C)OC(C)=O)N1N=CC=2C1=NC(=NC2N2CC1C(C2)CC(C1)(F)F)Cl